methyl ({[(2-tert-butyl-1,1-dioxido-3-oxo-5-phenyl-2,3-dihydroisothiazol-4-yl)amino] acetyl}amino)acetate C(C)(C)(C)N1S(C(=C(C1=O)NCC(=O)NCC(=O)OC)C1=CC=CC=C1)(=O)=O